O=C1NC(CCC1NC1=CC=C(C=C1)C1CCN(CC1)CC(CCCCCCNC(=O)C=1C=NN2C1N=C(C=C2)N2[C@H](CCC2)C2=C(C=CC(=C2)F)F)F)=O |r| N-[8-[4-[4-[(2,6-dioxo-3-piperidyl)amino]phenyl]-1-piperidyl]-7-fluoro-octyl]-5-[rac-(2R)-2-(2,5-difluorophenyl)pyrrolidin-1-yl]pyrazolo[1,5-a]pyrimidine-3-carboxamide